ClC=1C=C2C(=CN=C(C2=CN1)C1=NN(C=C1)C1COC1)C(C)C 6-chloro-4-isopropyl-1-(1-(oxetan-3-yl)-1H-pyrazol-3-yl)-2,7-naphthyridine